COC1=C(CNC2=C(C=CC(=C2)OC)C(C)=O)C=CC(=C1)OC 1-(2-((2,4-dimethoxybenzyl)amino)-4-methoxyphenyl)ethan-1-one